ClC1=CC(=C(OCC=2C=C(C=NC2)C#N)C=C1O[C@H]1CCC2=C(C=CC=C12)C1=CC=CC=C1)CNCC1=CC=NN1 5-[[4-chloro-5-[(1S)-4-phenylindan-1-yl]oxy-2-[(1H-pyrazol-5-ylmethyl-amino)methyl]phenoxy]methyl]pyridine-3-carbonitrile